ClC1=NC2=CC=CC=C2C(=N1)NCCCN(C)C N1-(2-chloroquinazolin-4-yl)-N3,N3-dimethylpropane-1,3-diamine